((1R,7a'S)-2,2-difluorodihydro-1'H,3'H-spiro[cyclopropane-1,2'-pyrrolizin]-7a'(5'H)-yl)methanol FC1(C[C@@]12C[C@@]1(CCCN1C2)CO)F